6-(6-(4-(1-acryloylazetidine-3-carbonyl)piperazin-1-yl)pyridazin-3-yl)-4-methoxypyrazolo[1,5-a]pyridine-3-carbonitrile C(C=C)(=O)N1CC(C1)C(=O)N1CCN(CC1)C1=CC=C(N=N1)C=1C=C(C=2N(C1)N=CC2C#N)OC